C1(=CC=CC=C1)CC(=O)O[C@@H]1[C@H](O[C@@]([C@@H]1O)(C#N)C1=CC=C2C(=NC=NN21)N)COC(CC2=CC=CC=C2)=O (2R,3S,4R,5R)-5-(4-aminopyrrolo[2,1-f][1,2,4]triazin-7-yl)-5-cyano-4-hydroxy-2-((2-phenylacetoxy)methyl)tetrahydrofuran-3-yl 2-phenylacetate